OC(=O)C(F)(F)F.BrC=1C(=C(SC1)C(C)N(CCN)C1CC1)F N'-[1-(4-bromo-3-fluoro-2-thienyl)ethyl]-N'-cyclopropyl-ethane-1,2-diamine TFA salt